OC1CC(C1)NC(C1=CN=CC(=C1)N1C[C@@H](CC1)C1=C(C=CC(=C1)C(NC=1C=NC=C(C1)C(F)(F)F)=O)C)=O N-((1s,3R)-3-hydroxycyclobutyl)-5-((S)-3-(2-methyl-5-((5-(trifluoromethyl)pyridin-3-yl)carbamoyl)phenyl)pyrrolidin-1-yl)nicotinamide